ClC(=C(F)Cl)F 1,2-Dichloro-1,2-difluoroethylene